4-BROMO-2-(DIMETHYLAMINO)-1H-INDOLE-3-CARBALDEHYDE BrC1=C2C(=C(NC2=CC=C1)N(C)C)C=O